N,N-dimethyl-2-(2-nitro-5-(oxazol-5-yl)phenoxy)ethylamine CN(C)CCOC1=C(C=CC(=C1)C1=CN=CO1)[N+](=O)[O-]